6-[3-(2-methoxy-4-methylsulfonyl-anilino)prop-1-ynyl]-N-(4-piperidylmethyl)-1-(2,2,2-trifluoroethyl)indol-4-amine COC1=C(NCC#CC=2C=C(C=3C=CN(C3C2)CC(F)(F)F)NCC2CCNCC2)C=CC(=C1)S(=O)(=O)C